ClCC(=O)OCCC1=C(C(=O)O)C=CC=C1.FC=1C=C(C=CC1F)N1C(CCC[C@H]1C1=NC2=C(N1C1CCC(CC1)OC)C=CC(=C2)C=2C=NN(C2C)C)=O (S)-1-(3,4-difluorophenyl)-6-(5-(1,5-dimethyl-1H-pyrazol-4-yl)-1-((1r,4S)-4-methoxycyclohexyl)-1H-benzo[d]imidazol-2-yl)piperidin-2-one 2-[(2-chloroacetoxy)ethyl]benzoate